Cl.CC1=NC2=CC(=CC=C2C=C1)NC1CCNCC1 methyl-N-(piperidin-4-yl)quinolin-7-amine hydrochloride